[SiH3][K] Silylkalium